methyl 3-(N-(2-(5-oxa-2-azaspiro[3.4]oct-2-yl)-5-(trifluoromethyl) phenyl) sulfamoyl)-4-methoxybenzoate C1N(CC12OCCC2)C2=C(C=C(C=C2)C(F)(F)F)NS(=O)(=O)C=2C=C(C(=O)OC)C=CC2OC